3-(5-oxo-8-(4-(trifluoromethoxy)phenyl)pyrido[3,4-b]pyrazin-6(5H)-yl)azetidine-1-carboxylic acid tert-butyl ester C(C)(C)(C)OC(=O)N1CC(C1)N1C(C2=NC=CN=C2C(=C1)C1=CC=C(C=C1)OC(F)(F)F)=O